FC(C1=CC=C(C=C1)C1CNC1)(F)F 3-(4-(trifluoromethyl)phenyl)azetidine